7-[(3aS,7aR)-1-(4-fluorophenyl)-octahydro-1H-pyrrolo[3,2-c]pyridin-5-yl]-2,4-dimethyl-5-oxo-4H,5H-[1,3]thiazolo[5,4-b]pyridine-6-carbonitrile FC1=CC=C(C=C1)N1CC[C@H]2CN(CC[C@H]21)C=2C1=C(N(C(C2C#N)=O)C)SC(=N1)C